The molecule is a D-tyrosine derivative obtained by trimethylation of the amino function of D-tyrosine. It is a tyrosine betaine and a D-tyrosine derivative. It is an enantiomer of a L-tyrosine betaine. C[N+](C)(C)[C@H](CC1=CC=C(C=C1)O)C(=O)[O-]